ClC=1C=C(C(=NC1)CN1C(C2=CC(=CC(=C2[C@]1(OCCO)C1=CC=C(C=C1)Cl)F)C(=O)C=1N=CN(C1)C)=O)O (3R)-2-[(5-chloro-3-hydroxy-2-pyridinyl)methyl]-3-(4-chlorophenyl)-4-fluoro-3-(2-hydroxyethoxy)-6-(1-methylimidazole-4-carbonyl)isoindolin-1-one